C(#N)CCOCC(CCOCCC#N)OCCC#N 1,2,4-tris(2-cyanoethoxy)butane